2-fluorophenyl-propane FC1=C(C=CC=C1)CCC